ethyl (S)-3-(2',4'-difluoro-5-methylbiphenyl-3-yl)-3-(3-(4-hydroxy-1-methyl-2-oxo-1,2-dihydro pyridin-3-yl)ureido)propanoate FC1=C(C=CC(=C1)F)C1=CC(=CC(=C1)C)[C@H](CC(=O)OCC)NC(=O)NC=1C(N(C=CC1O)C)=O